C(#N)C(C(=O)OCCCCCC(C)C)=C(C1=CC=CC=C1)C isooctyl 2-cyano-3-methyl-3-phenylacrylate